ClC1=C(NC2=NC=CC=C2C2=CC(=NC=N2)C2(C(C=C(C=C2)OC2CCN(CC2)C)N)N)C(=C(C=C1OC)OC)Cl 1-[6-[2-(2,6-dichloro-3,5-dimethoxy-anilino)-3-pyridinyl]pyrimidin-4-yl]-4-[(1-methyl-4-piperidinyl)oxy]benzene-1,2-diamine